COC(C(=CC=O)C)=O 2-methyl-4-oxobut-2-enoic acid methyl ester